N1C(=CC=2C=NC=CC21)CNC(CN2C(=NC=C(C2=O)NC(=O)C=2N=C(OC2)C=2C=NC=CC2)C2=CC=CC=C2)=O N-(1-(2-(((1H-pyrrolo[3,2-c]pyridin-2-yl)methyl)amino)-2-oxoethyl)-6-oxo-2-phenyl-1,6-dihydropyrimidin-5-yl)-2-(pyridin-3-yl)oxazole-4-carboxamide